ALUMINUM HYDROXIDE OXIDE O[Al]=O